NC1=C2C(=NC=N1)N(N=C2C2=CC=C(C=C2)OC2=CC=CC=C2)C2CCN(CC2)CCCCCCCCCCCSC2=C1CN(C(C1=CC=C2)=O)C2C(NC(CC2)=O)=O 3-(4-((11-(4-(4-amino-3-(4-phenoxyphenyl)-1H-pyrazolo[3,4-d]pyrimidin-1-yl)piperidine-1-yl)undecyl)thio)-1-oxoisoindolin-2-yl)piperidine-2,6-dione